4-[2-[2-[tert-butyl(dimethyl)silyl]oxyethylamino]ethyl]-N-[2-chloro-3-(2,3-dichloro-4-pyridyl)phenyl]-3-fluoro-pyridin-2-amine [Si](C)(C)(C(C)(C)C)OCCNCCC1=C(C(=NC=C1)NC1=C(C(=CC=C1)C1=C(C(=NC=C1)Cl)Cl)Cl)F